C(CC)C1=C(C(=O)O)C=C(C(=C1O)O)O propylgallic acid